C(=O)(O)C(C[C@H](N)C(=O)[O-])C(=O)[O-] L-Gamma-carboxyglutamate